tert-butyl 2,2-difluoro-6-[2-(methoxycarbonyl)-4-(methylamino)pyrimidin-5-yl]-7-azaspiro[3.5]non-5-ene-7-carboxylate FC1(CC2(C1)C=C(N(CC2)C(=O)OC(C)(C)C)C=2C(=NC(=NC2)C(=O)OC)NC)F